C(C)C1=C(C=CC=C1)C1=CC=C(C(=N1)CO)N1C[C@H](CC1)OC1=NC=CC=C1F (S)-(6-(2-ethylphenyl)-3-(3-(3-fluoropyridin-2-yloxy)pyrrolidin-1-yl)pyridin-2-yl)methanol